(3R)-3-(4-chloro-1-methyl-1H-benzotriazol-5-yl)-3-[7-(hydroxymethyl)-1-benzothien-5-yl]propionic acid ethyl ester C(C)OC(C[C@H](C=1C=C(C2=C(C=CS2)C1)CO)C1=C(C2=C(N(N=N2)C)C=C1)Cl)=O